1-ethyl-4-{[4-(pyrrolidin-1-yl)piperidin-1-yl]methyl}-1H-indol C(C)N1C=CC2=C(C=CC=C12)CN1CCC(CC1)N1CCCC1